(S)-2-acetamido-4-((5-(2-(4-(4-chlorophenyl)-2,3,9-trimethyl-6H-thieno[3,2-f][1,2,4]triazolo[4,3-a][1,4]diazepin-6-yl)acetamido)pentyl)amino)-N-(4-methyl-5-nitrothiazol-2-yl)benzamide C(C)(=O)NC1=C(C(=O)NC=2SC(=C(N2)C)[N+](=O)[O-])C=CC(=C1)NCCCCCNC(C[C@H]1C=2N(C3=C(C(=N1)C1=CC=C(C=C1)Cl)C(=C(S3)C)C)C(=NN2)C)=O